ClC=1C=C(C=CC1F)NC1=NC=NC2=CC(=C(C=C12)N)O[C@@H]1COCC1 4-(3-chloro-4-fluoro-phenylamino)-7-((S)-tetrahydrofuran-3-yloxy)-6-aminoquinazoline